2,2-bis(4-hydroxyphenyl)propane diacrylate C(C=C)(=O)O.C(C=C)(=O)O.OC1=CC=C(C=C1)C(C)(C)C1=CC=C(C=C1)O